(2R,4R)-4-amino-2-(4-dihydroxyboryl-butyl)pyrrolidine-2-carboxylic acid N[C@@H]1C[C@@](NC1)(C(=O)O)CCCCB(O)O